C(CCCCC)C1=NC2=CC=CC=C2C(N1)=O 2-n-hexyl-quinazolin-4(3H)-one